2-octylmercapto-4,6-bis(3,5-di-tert-butyl-4-hydroxyphenylethyl)-1,3,5-triazine C(CCCCCCC)SC1=NC(=NC(=N1)CCC1=CC(=C(C(=C1)C(C)(C)C)O)C(C)(C)C)CCC1=CC(=C(C(=C1)C(C)(C)C)O)C(C)(C)C